1,1'-(1,2-ethandiyl)bis(3,3,5,5-tetramethylpiperazinone) C(CN1C(C(NC(C1)(C)C)(C)C)=O)N1C(C(NC(C1)(C)C)(C)C)=O